racemic-nicotine tartrate salt C(=O)(O)C(O)C(O)C(=O)O.N1=CC=CC(=C1)[C@@H]1N(C)CCC1 |r|